tert-butyl 7-cyano-2-(4-methoxybenzyl)-7-methyl-1-oxo-6-phenyl-2,5-diazaspiro[3.4]octane-5-carboxylate C(#N)C1(C(N(C2(CN(C2=O)CC2=CC=C(C=C2)OC)C1)C(=O)OC(C)(C)C)C1=CC=CC=C1)C